O[C@@H]1C[C@@H](N(C1)C(=O)OC(C)(C)C)CNC(=O)C1=CN(CCS1)C=1C2=C(N=CN1)N(C=C2)COCC[Si](C)(C)C tert-butyl (2R,4R)-4-hydroxy-2-((4-(7-((2-(trimethylsilyl)ethoxy)methyl)-7H-pyrrolo[2,3-d]pyrimidin-4-yl)-3,4-dihydro-2H-1,4-thiazine-6-carboxamido)methyl)pyrrolidine-1-carboxylate